CC=1C(C(C(CC1)C)C)CCOCCC1C(=CCC(C1C)C)C 2,5,6-Trimethyl-cyclohex-2-en-1-yl-ethylether